ClC=1C=C(OC2C(C(C2(C)C)NC(C2=CN=C(C=C2)N2CCN(CC2)CC=2C=C3CN(C(C3=CC2)=O)C2C(NC(CC2)=O)=O)=O)(C)C)C=CC1C#N N-((1r,3r)-3-(3-chloro-4-cyanophenoxy)-2,2,4,4-tetramethylcyclobutyl)-6-(4-((2-(2,6-dioxopiperidin-3-yl)-1-oxoisoindolin-5-yl)methyl)piperazin-1-yl)nicotinamide